OCC=1C=C(C(=NC1)OC)O 5-(Hydroxymethyl)-2-methoxypyridin-3-ol